6-Ethynyl-4-[(methoxymethyl)oxy]-3-methyl-2,3-dihydrobenzofuran C(#C)C1=CC2=C(C(CO2)C)C(=C1)OCOC